10-isopropyl-2,7-dimethyl-1-oxaspiro[4.5]-deca-3,6-diene C(C)(C)C1CCC(=CC12C=CC(O2)C)C